2-(azetidin-3-yl)pyrimidine tert-butyl-4-(((3R,4R)-3-(4-cyanophenyl)-1-methylpiperidin-4-yl)methyl)-5,7-dimethyl-1H-indole-1-carboxylate C(C)(C)(C)OC(=O)N1C=CC2=C(C(=CC(=C12)C)C)C[C@H]1[C@@H](CN(CC1)C)C1=CC=C(C=C1)C#N.N1CC(C1)C1=NC=CC=N1